3-(4-bromobutyl)-2-methylbenzothiazole BrCCCCN1C(SC2=C1C=CC=C2)C